5-chloro-6-(difluoromethoxy)-N-[(5-fluoro-4-methylpyridin-3-yl)methyl]pyridine-3-carboxamide ClC=1C=C(C=NC1OC(F)F)C(=O)NCC=1C=NC=C(C1C)F